C1(CC1)C1=C(C(=NO1)C1CCOCC1)COC1C[C@H]2CC[C@@H](C1)N2C=2SC1=C(N2)C(=CC(=C1)C(=O)O)C#C 2-((1R,3R,5S)-3-((5-cyclopropyl-3-(tetrahydro-2H-pyran-4-yl)isoxazol-4-yl)methoxy)-8-azabicyclo[3.2.1]oct-8-yl)-4-ethynylbenzo[d]thiazole-6-carboxylic acid